racemic-3-(3-(fluoro(4-methyl-4H-1,2,4-triazol-3-yl)methyl)oxetan-3-yl)aniline F[C@H](C1(COC1)C=1C=C(N)C=CC1)C1=NN=CN1C |r|